3-isopropyl-1-methyl-1-(7-(6-(3-(piperidin-1-yl)propoxy)-5-(trifluoromethyl)-pyridin-3-yl)quinoxalin-2-yl)urea C(C)(C)NC(N(C1=NC2=CC(=CC=C2N=C1)C=1C=NC(=C(C1)C(F)(F)F)OCCCN1CCCCC1)C)=O